[Na].C(CCCCCCCCCCC)(=O)NCC(=O)O.[Na] sodium lauroyl-L-glycine Sodium